[4-[5-Bromo-6-(trifluoromethyl)indazol-2-yl]cyclohexyl]methanol BrC1=CC2=CN(N=C2C=C1C(F)(F)F)C1CCC(CC1)CO